methyl 4-[[1-[2-[(1S)-1-(2,2-difluoro-1,3-benzodioxol-5-yl)ethoxy]-4-pyridyl]-5-methyl-3-(trifluoromethyl)-6,7-dihydro-4H-pyrazolo[4,3-c]pyridine-7-yl]oxy]benzoate FC1(OC2=C(O1)C=CC(=C2)[C@H](C)OC2=NC=CC(=C2)N2N=C(C=1CN(CC(C12)OC1=CC=C(C(=O)OC)C=C1)C)C(F)(F)F)F